2-((4-(methylthio)phenyl)amino)-N-(4-phenylpyridin-3-yl)pyrimidine-4-carboxamide CSC1=CC=C(C=C1)NC1=NC=CC(=N1)C(=O)NC=1C=NC=CC1C1=CC=CC=C1